4-(2-methoxyethylsulfonyl)benzoic acid COCCS(=O)(=O)C1=CC=C(C(=O)O)C=C1